CC1=NNC2=CC=C(C=C12)C1=C2CN(C(C2=CC=C1)=O)CC(C#N)=C 2-{[4-(3-methyl-1H-indazol-5-yl)-1-oxo-2,3-dihydro-1H-isoindol-2-yl]methyl}prop-2-enenitrile